tert-butyl 4-(3-((4-cyano-2-fluorobenzyl)oxy)-4-isopropyl-1H-pyrazol-1-yl)piperidine-1-carboxylate C(#N)C1=CC(=C(COC2=NN(C=C2C(C)C)C2CCN(CC2)C(=O)OC(C)(C)C)C=C1)F